2-(N,N-diethyl amino)ethyl methacrylate C(C(=C)C)(=O)OCCN(CC)CC